(5-(6-(5-((2,4-difluorophenyl)sulfonamido)-6-methoxypyridin-3-yl)quinolin-4-yl)pyridin-2-yl)methyl (2-mercaptoethyl) carbonate C(OCC1=NC=C(C=C1)C1=CC=NC2=CC=C(C=C12)C=1C=NC(=C(C1)NS(=O)(=O)C1=C(C=C(C=C1)F)F)OC)(OCCS)=O